N=1C=C(N2C1C=CC=C2)CC(C)N 1-(imidazo[1,2-a]pyridin-3-yl)propan-2-amine